N2-(7-chloro-1-hydroxy-3,3-dimethyl-2,1-benzoxaborol-5-yl)-5-methyl-N4-phenyl-pyrimidine-2,4-diamine ClC1=CC(=CC=2C(OB(C21)O)(C)C)NC2=NC=C(C(=N2)NC2=CC=CC=C2)C